(E)-ethyl 3-(1-(2-(3,5-bis(trifluoromethyl) phenyl) acetyl)-1H-indol-3-yl)-2-cyanoacrylate FC(C=1C=C(C=C(C1)C(F)(F)F)CC(=O)N1C=C(C2=CC=CC=C12)/C=C(/C(=O)OCC)\C#N)(F)F